ClC=1C(=C2C=NNC2=C(C1F)N(CC)CC)C=1C=CC=2N(C1)C=C(N2)NC(=O)C2C(C2)F N-(6-(5-chloro-7-(diethylamino)-6-fluoro-1H-indazol-4-yl)imidazo[1,2-a]pyridin-2-yl)-2-fluorocyclopropane-1-carboxamide